O=C1NC(CCC1N1C(C2=CC=CC(=C2C1=O)NCCCNC)=O)=O 2-(2,6-dioxopiperidin-3-yl)-4-((3-(methylamino)propyl)amino)isoindoline-1,3-dione